(7R,8S)-7-((S)-5H-Imidazo[5,1-a]isoindol-5-yl)-5,6,7,8-tetrahydroisochinolin-8-ol C=1N=CN2C1C1=CC=CC=C1[C@@H]2[C@H]2CCC=1C=CN=CC1[C@H]2O